P(=[Se])(OC1=CC=C(C=C1)CBr)(OC1=CC=CC=C1)OC1=CC=CC=C1 O-(4-(bromomethyl) phenyl) diphenyl selenophosphate